(1S,1aS,6aR)-ethyl-4-((4-methyl-3-(1H-pyrrolo[2,3-b]pyridin-5-yl)benzyl)oxy)-1,1a,6,6a-tetrahydrocyclopropa[a]indene-1-carboxylic acid, ethyl ester C(C)[C@]1([C@H]2[C@H]1CC=1C=C(C=CC21)OCC2=CC(=C(C=C2)C)C=2C=C1C(=NC2)NC=C1)C(=O)OCC